C(C1=CC=CC=C1)O[C@H]1[C@@H](O)O[C@H]([C@@H]([C@H]1O)OCC1=CC=CC=C1)C 2,4-di-O-benzyl-beta-L-rhamnopyranose